Benzyl 3-(4,4,5,5-tetramethyl-1,3,2-dioxaborolan-2-yl)-2,5-dihydropyrrole-1-carboxylate CC1(OB(OC1(C)C)C=1CN(CC1)C(=O)OCC1=CC=CC=C1)C